N[C@@H](C(=O)O)CC(=O)O [R]-2-aminobutanedioic acid